C(#N)C=1C=C(C(=NC1)OC)S(=O)(=O)NC1=NC=CC(=C1F)C#CC=1C=C2C(=NC1)NN=C2 5-Cyano-N-[3-fluoro-4-(2-{1H-pyrazolo[3,4-b]pyridin-5-yl}ethynyl)pyridin-2-yl]-2-methoxypyridine-3-sulfonamide